C(=O)(OC(C)(C)C)N[C@H](CC(=O)O)CC1=CC=C(C=C1)I (S)-3-(Boc-amino)-4-(4-iodophenyl)butanoic acid